4-(6-(6-fluoro-2-methylquinazolin-4-yl)-5,6,7,8-tetrahydro-1,6-naphthyridin-3-yl)-2-(pyridin-2-yl)morpholine FC=1C=C2C(=NC(=NC2=CC1)C)N1CC=2C=C(C=NC2CC1)N1CC(OCC1)C1=NC=CC=C1